FC(OC1=C(C=C(C=C1)OC(F)F)C1=NN(C=C1NC(=O)C=1C=NN2C1N=CC=C2)CC=2N=NN(N2)CCN2CCC(CC2)N(C)C)F N-[3-[2,5-bis(difluoromethoxy)phenyl]-1-[[2-[2-[4-(dimethylamino)-1-piperidyl]ethyl]tetrazol-5-yl]methyl]pyrazol-4-yl]pyrazolo[1,5-a]pyrimidine-3-carboxamide